(R)-3-(1-amino-8-azaspiro[4.5]decan-8-yl)-6-(2,3-dichlorophenyl)-5-methylpyrazin-2-ol N[C@@H]1CCCC12CCN(CC2)C=2C(=NC(=C(N2)C)C2=C(C(=CC=C2)Cl)Cl)O